C(=O)C=1C=C(OCC=2C(=NOC2C)C(=O)O)C=CC1 4-[(3-FORMYLPHENOXY)METHYL]-5-METHYLISOXAZOLE-3-CARBOXYLIC ACID